CC1(OB(OC1(C)C)C=1C=CC2=C(N=C(S2)CN2CCOCC2)C1)C 4-((5-(4,4,5,5-tetramethyl-1,3,2-dioxaborolan-2-yl)benzo[d]thiazol-2-yl)methyl)morpholine